COC=1C=C(C=CC1OC)[C@H]([C@H](C(C)=O)C)OC(C1=CC(=C(C=C1)OC)OC)=O |o1:10,11| rel-(1s,2r)-1-(3,4-dimethoxyphenyl)-2-methyl-3-oxobutyl-3,4-dimethoxybenzoate